(1S,2S,5R)-N-(6-bromo-3-methylpyridin-2-yl)-3-azabicyclo[3.1.0]hexane-2-carboxamide BrC1=CC=C(C(=N1)NC(=O)[C@@H]1[C@H]2C[C@H]2CN1)C